(1-(1-methoxyisoquinolin-5-yl)-5-(trifluoromethyl)-1H-pyrazol-4-yl)-2-aminooxazole COC1=NC=CC2=C(C=CC=C12)N1N=CC(=C1C(F)(F)F)C=1N=C(OC1)N